3-[5-(3-aminoquinoxalin-2-yl)-1-oxo-2,3-dihydro-1H-isoindol-2-yl]piperidine NC=1C(=NC2=CC=CC=C2N1)C=1C=C2CN(C(C2=CC1)=O)C1CNCCC1